FC(C(=O)O)(F)F.NC1CCC(CC1)NCC(C1=CC=CC=C1)C1=CC(=C(S1)Cl)C1=C(C(=O)N)C=CC=C1F 2-(5-(2-(((1r,4r)-4-Aminocyclohexyl)amino)-1-phenylethyl)-2-chlorothiophen-3-yl)-3-fluorobenzamide trifluoroacetate